CSC1=C(C=O)C(=C(C(=C1SC)C=O)SC)SC 2,3,5,6-tetramethylthio-terephthalaldehyde